((triisopropylsilyl)oxy)naphthalen-1-ol C(C)(C)[Si](OC1=C(C2=CC=CC=C2C=C1)O)(C(C)C)C(C)C